C(C)(C)C=1C=NN(C1)C1=CC=C(C=N1)S(=O)(=O)NC=1C(=CC=C2C=NN(C12)C)OC 6-(4-isopropylpyrazol-1-yl)-N-(6-methoxy-1-methylindazol-7-yl)pyridine-3-sulfonamide